FC1=C(C=C(C=C1)F)C(CC)=O 1-(2,5-difluorophenyl)propan-1-one